2-fluoro-N-(2-oxooxazolidin-3-yl)-4-[5-(trifluoromethyl)-1,2,4-oxadiazol-3-yl]benzamide FC1=C(C(=O)NN2C(OCC2)=O)C=CC(=C1)C1=NOC(=N1)C(F)(F)F